ClC=1N=NC=C(C1)N1C=NC=C1 3-chloro-5-(1H-imidazol-1-yl)pyridazine